CCCCCCCCCCCCCC/C=C\OC[C@H](COP(=O)(O)OC[C@@H](C(=O)O)N)OC(=O)CCCCCCC/C=C\C/C=C\CCCCC 1-(1Z-hexadecenyl)-2-(9Z,12Z-octadecadienoyl)-glycero-3-phosphoserine